C(C1=CC=CC=C1)N(CCCCN1N=C(C=C(C1=O)C1=CC=CC=C1)C)C 2-{4-[benzyl-(methyl)amino]butyl}-6-methyl-4-phenyl-2,3-dihydropyridazin-3-one